1-(2-(5-Bromo-1H-imidazol-2-yl)piperidin-1-yl)-2-methylbutan-1-one BrC1=CN=C(N1)C1N(CCCC1)C(C(CC)C)=O